(2S,3S)-N-[(2-methoxyphenyl)methyl]-2-phenyl-3-piperidinamine dihydrochloride Cl.Cl.COC1=C(C=CC=C1)CN[C@@H]1[C@@H](NCCC1)C1=CC=CC=C1